2-(trifluoro-methyl)benzamide FC(C1=C(C(=O)N)C=CC=C1)(F)F